3,5-bis(4-bromobenzyl)-4-piperidone BrC1=CC=C(CC2CNCC(C2=O)CC2=CC=C(C=C2)Br)C=C1